C(C1=CC=CC=C1)OC1CC(C1)N1N=CC(=C1)CNC1=C2C(N(C(C2=CC=C1)=O)C1C(NC(CC1)=O)=O)=O 4-(((1-((1r,3r)-3-(benzyloxy)cyclobutyl)-1H-pyrazol-4-yl)methyl)amino)-2-(2,6-dioxopiperidin-3-yl)isoindoline-1,3-dione